Cl.C[C@@]1(CNCCC1)O (R)-3-methyl-3-hydroxypiperidine hydrochloride